4-(1-benzofuran-2-yl)-2-(4-chlorobutyl)-2,3-dihydropyridazin-3-one O1C(=CC2=C1C=CC=C2)C=2C(N(N=CC2)CCCCCl)=O